[6-(2,4-difluorobenzyl)-2-azaspiro[3.3]heptan-2-yl]-[6-[3-(3,3-difluorocyclobutyl)-1H-1,2,4-triazol-5-yl]-2-azaspiro[3.3]heptan-2-yl]methanone FC1=C(CC2CC3(CN(C3)C(=O)N3CC4(C3)CC(C4)C4=NC(=NN4)C4CC(C4)(F)F)C2)C=CC(=C1)F